(6-(2,6-difluoro-3,5-dimethoxyphenyl)-2-(1-methyl-1H-pyrazol-4-yl)pyrido[3,4-d]pyrimidin-8-yl)morpholine FC1=C(C(=C(C=C1OC)OC)F)C1=CC2=C(N=C(N=C2)C=2C=NN(C2)C)C(=N1)N1CCOCC1